tert-Butyl 4-hydroxy-4-((trimethylsilyl)ethynyl)piperidine-1-carboxylate OC1(CCN(CC1)C(=O)OC(C)(C)C)C#C[Si](C)(C)C